1-(2-(3-fluoro-5-(trifluoromethyl)benzyl)pyridin-4-yl)-N-methyl-1H-pyrazole-3-carboxamide FC=1C=C(CC2=NC=CC(=C2)N2N=C(C=C2)C(=O)NC)C=C(C1)C(F)(F)F